C(C)NS(=O)(=O)NC1=CC(=NC=N1)CN1CCN(CC1)C=1C=CC(=NC1F)C(=O)NC 5-(4-((6-((N-ethylsulfamoyl)amino)pyrimidin-4-yl)methyl)piperazin-1-yl)-6-fluoro-N-methylpicolinamide